C(C)(C)(C)C=1C=2N(C[C@@H](N1)C)N=C(C2I)C2=CC=C(C=C2)F tert-butyl-(6S)-2-(4-fluorophenyl)-3-iodo-6-methyl-6,7-dihydropyrazolo[1,5-a]pyrazine